ClC1=CC=C(OCC(=O)NC2C[C@H]3CC[C@@H](C2)N3CCCOC3=CC=C(C=C3)Cl)C=C1 2-(4-chlorophenoxy)-N-((1R,5S)-8-(3-(4-chlorophenoxy)propyl)-8-azabicyclo[3.2.1]octan-3-yl)acetamide